COC(CC1CCN(CC1)CCC1CCN(CC1)C=1C=C2C(N(C(C2=CC1)=O)C1C(NC(CC1)=O)=O)=O)OC 5-(4-(2-(4-(2,2-dimethoxyethyl)piperidin-1-yl)ethyl)piperidin-1-yl)-2-(2,6-dioxopiperidin-3-yl)isoindoline-1,3-dione